FC1(CCC2(CC1)OC1=C(C(C2)=O)C=C(C=C1)C1=NC(=NO1)C1=CC=NC=C1)F 4',4'-difluoro-6-[3-(pyridin-4-yl)-1,2,4-oxadiazol-5-yl]-3,4-dihydrospiro[1-benzopyran-2,1'-cyclohexane]-4-one